ClC1=C(C=C(C=C1)Cl)S(=O)(=O)[O-].[Na+] sodium 2,5-dichlorobenzenesulfonate